3-((2-(tert-butoxy)-2-oxoethoxy)carbonyl)but-3-enoic acid Boron trifluoride B(F)(F)F.C(C)(C)(C)OC(COC(=O)C(CC(=O)O)=C)=O